CN1[C@@H](CCC1)[C@H](C)OC1=NC=CC(=N1)C(N)=N 2-((S)-1-((S)-1-methylpyrrolidin-2-yl)ethoxy)pyrimidine-4-carboximidamide